tert-butyl (S)-4-(2-(3-bromo-4-fluorophenyl)-2-hydroxyethyl)-3-(hydroxymethyl)piperazine-1-carboxylate BrC=1C=C(C=CC1F)C(CN1[C@@H](CN(CC1)C(=O)OC(C)(C)C)CO)O